8-chloro-7-fluoro-6-(4-methylpyridin-3-yl)isoquinolin-3-amine ClC=1C(=C(C=C2C=C(N=CC12)N)C=1C=NC=CC1C)F